1-(1-methyl-1H-thiazolo[4',5':3,4]benz[1,2-d][1,2,3]triazol-7-yl)-5-(prop-1-yn-1-yl)imidazolidin-2-one CN1N=NC2=C1C1=C(C=C2)SC(=N1)N1C(NCC1C#CC)=O